C(C=C)(=O)OCCOC(=O)C1=C(C(C(=O)O)=CC=C1)C(=O)O acryloyloxyethoxycarbonylphthalic acid